6-((5-chloro-2-((3r,5s)-4,4-difluoro-3,5-dimethylpiperidin-1-yl)pyrimidin-4-yl)amino)-1,3-bis(3-hydroxy-3-methylbutyl)-1,3-dihydro-2H-imidazo[4,5-b]pyridin-2-one ClC=1C(=NC(=NC1)N1C[C@H](C([C@H](C1)C)(F)F)C)NC=1C=C2C(=NC1)N(C(N2CCC(C)(C)O)=O)CCC(C)(O)C